OCCN1C=CC=2N(C(NC(C21)=O)=S)CCOC(C)C 5-(2-hydroxyethyl)-1-(2-isopropoxyethyl)-2-thioxo-1,2,3,5-tetrahydro-4H-pyrrolo[3,2-d]pyrimidin-4-one